2-[6-(3-mesylbenzyl)-2-azaspiro[3.3]heptane-2-carbonyl]-7-oxa-2,5-diazaspiro[3.4]octan-6-one S(=O)(=O)(C)C=1C=C(CC2CC3(CN(C3)C(=O)N3CC4(C3)NC(OC4)=O)C2)C=CC1